aminopropyl-azepane NCCCN1CCCCCC1